N[C@@H](CCCCN)C(=O)O.[Mn] manganese monolysine